C(C)(=O)NC[C@H]1CN(C(O1)=O)C1=CC(=C(C=C1)C1=CC=C(C=N1)C=NNC(=O)N)F (S)-2-[(6-{4-[5-(acetylaminomethyl)-2-oxo-1,3-oxazolidin-3-yl]-2-fluorophenyl}pyridin-3-yl)methylene]hydrazine-1-carboxamide